C(C1=CC=CC=C1)N1CC=CC2=C(N=C(C=C12)N1CCOCC1)OC1CCCCC1 (1s,4s)-N-benzyl-4-((7-morpholino-1,6-naphthyridin-5-yl)oxy)cyclohexan